3,3-dibutyl-8-methoxy-2-methyl-7-(methylthio)-5-phenyl-2,3,4,5-tetrahydro-1,2,5-benzothiadiazepine 1,1-dioxide C(CCC)C1(N(S(C2=C(N(C1)C1=CC=CC=C1)C=C(C(=C2)OC)SC)(=O)=O)C)CCCC